N-(5-(4-dimethylaminophenyl)-1,3,4-thiadiazol-2-yl)-1-ethyl-4-hydroxy-2-quinolone-3-carboxamide CN(C1=CC=C(C=C1)C1=NN=C(S1)NC(=O)C=1C(N(C2=CC=CC=C2C1O)CC)=O)C